5-((5-ethynylfuran-2-yl)methylene)-1,3-bis(3-fluorophenyl)-2-thioxodihydropyrimidine-4,6(1H,5H)-dione C(#C)C1=CC=C(O1)C=C1C(N(C(N(C1=O)C1=CC(=CC=C1)F)=S)C1=CC(=CC=C1)F)=O